C(C)(C)(C)OC(=O)N1[C@H]2CC(C[C@@H]1CC2)N(C(C2=CC=C(C=C2)C2C(C2)C=2C1=C(N=C(N2)C#N)SC=C1)=O)C (1R,3s,5S)-3-(4-(2-(2-cyanothieno[2,3-d]pyrimidin-4-yl)cyclopropyl)-N-methylbenzamido)-8-azabicyclo[3.2.1]octane-8-carboxylic acid tert-butyl ester